ethyl 5-((3-bromophenyl)thio)-1-(4-methoxybenzyl)-1H-1,2,3-triazole-4-carboxylate BrC=1C=C(C=CC1)SC1=C(N=NN1CC1=CC=C(C=C1)OC)C(=O)OCC